ClC1=C(C=C(C=C1)C1C(CN(CC1)C1=C(C=C(C(=C1)OC)[N+](=O)[O-])F)(F)F)C 4-(4-chloro-3-methylphenyl)-3,3-difluoro-1-(2-fluoro-5-methoxy-4-nitrophenyl)piperidine